3-ethyl-3-((3-(triethoxysilyl)propoxy)methyl)oxetane C(C)C1(COC1)COCCC[Si](OCC)(OCC)OCC